2-(4-cyclopropyl-6-methoxypyrimidin-5-yl)-6-(1-methylimidazol-4-yl)pyrido[2,3-d]pyrimidin-7-one C1(CC1)C1=NC=NC(=C1C=1N=CC=2C(N1)=NC(C(C2)C=2N=CN(C2)C)=O)OC